(2S)-2-methyl-6-[1-(2,2,3,3,3-pentafluoro-propyl)-1H-pyrazol-4-yl]-7-(trifluoromethyl)-2H,3H,5H-[1,3]thiazolo[3,2-a]pyrimidin-5-one C[C@H]1CN2C(=NC(=C(C2=O)C=2C=NN(C2)CC(C(F)(F)F)(F)F)C(F)(F)F)S1